OC(CC=1NC(NC1)=O)CNC1=C(C=CC=C1)SC 4-[2-hydroxy-3-(2-methylthiophenylamino)propyl]-1,3-dihydroimidazol-2-one